BrC1=CC=C2CCCN(C2=C1)C(CC1=CC=C(C=C1)[N+](=O)[O-])=O 1-(7-bromo-3,4-dihydroquinolin-1(2H)-yl)-2-(4-nitrophenyl)ethan-1-one